(cis)-tetrahydro-furo[3,4-c]pyrrol-5-yl-methanone C1OCC2C1=CN(C2)C=O